BrC1=CC=CC=2N1C=C(N2)NC(=O)OC(C)(C)C tert-butyl 5-bromoimidazo[1,2-a]pyridine-2-carbamate